2-ethylhexyl 3-(4-formyl-2-hydroxy-phenyl)sulfanylpropanoate C(=O)C1=CC(=C(C=C1)SCCC(=O)OCC(CCCC)CC)O